7-fluoro-3-(1-methyl-1H-pyrazol-4-yl)-quinoline FC1=CC=C2C=C(C=NC2=C1)C=1C=NN(C1)C